3-(3-chlorophenyl)propionic acid ClC=1C=C(C=CC1)CCC(=O)O